ClC1(C[Si](C1)=[Zr](C1C(=CC2=C(C(=C(C=C12)C)C)C1=CC=C(C=C1)C)C=1OC(=CC1)C)C1C(=CC2=C(C(=C(C=C12)C)C)C1=CC=C(C=C1)C)C=1OC(=CC1)C)Cl Dichlorosilacyclobutylidenebis[2-(5-methyl-2-furyl)-4-(4-methylphenyl)-5,6-dimethyl-1-indenyl]zirconium